FC(C1=C2C=CC=NC2=C(C=C1)N)(F)F 5-(trifluoromethyl)quinolin-8-amine